ClC=1C(=C(C=C(C1)F)C(/C=C/C1=CC=C(OCCOC2CC(C2)C(=O)O)C=C1)=O)O 3-[2-[4-[(E)-3-(3-chloro-5-fluoro-2-hydroxy-phenyl)-3-oxo-prop-1-enyl]phenoxy]ethoxy]cyclobutanecarboxylic acid